[N+](=O)([O-])C=1C=CC=CC1[N+](=O)[O-] 3,4-dinitrobenzen